4-hydroxy-1-methyl-3-[4-(trifluoromethyl)benzoyl]quinolin OC1=C(CN(C2=CC=CC=C12)C)C(C1=CC=C(C=C1)C(F)(F)F)=O